1-methyl-5-(pyridin-2-yl)-1H-pyrazole-3-carboxylic acid ethyl ester C(C)OC(=O)C1=NN(C(=C1)C1=NC=CC=C1)C